2,6-dimethyl-2-decene CC(C)=CCCC(CCCC)C